C(#N)[C@@H](C(=O)N1CC2(CC2)[C@@H]([C@@H]1CC=1C(=C(C=CC1)C1=CC(=CC(=C1)F)F)F)NS(=O)(=O)C(F)F)C N-((6S,7S)-5-((S)-2-cyanopropanoyl)-6-((2,3',5'-trifluoro-[1,1'-biphenyl]-3-yl)methyl)-5-azaspiro[2.4]heptan-7-yl)-1,1-difluoromethanesulfonamide